2α,3α-Dihydroxy-5α-cholan-6-one O[C@H]1[C@H](C[C@@H]2C(C[C@H]3[C@@H]4CC[C@H]([C@@H](CCC)C)[C@]4(CC[C@@H]3[C@]2(C1)C)C)=O)O